COC=1C(=CC(=CC1)N)S(=O)(=O)O p-anisidin-2-sulphonic acid